CC1(OB(OC1(C)C)C1=CC(=CC=C1)C1=CC=2C=CC3=CC=CC=C3C2C=C1)C 4,4,5,5-tetramethyl-2-(3-(phenanthren-2-yl)phenyl)-1,3,2-dioxaborolan